5-amino-N-(2-morpholinoethyl)indoline-6-carboxylic acid methyl ester COC(=O)C1=C(C=C2CCN(C2=C1)CCN1CCOCC1)N